FC=1C(=NC=CC1CC=1C(OC2=CC(=CC=C2C1C)OC=1SC=NN1)=O)NS(NC)(=O)=O 3-[[3-fluoro-2-(methylsulfamoylamino)-4-pyridinyl]methyl]-4-methyl-7-(1,3,4-thiadiazol-2-yloxy)chromen-2-one